ClC=1C=C(N2N=C(N=CC21)NC=2C(=NN(C2)C2CC(C2)C#N)C)C2CC2 (±)-3-(4-((5-chloro-7-cyclopropylpyrrolo[2,1-f][1,2,4]triazin-2-yl)amino)-3-methyl-1H-pyrazol-1-yl)cyclobutane-1-carbonitrile